FC1=CC(=C(C=C1)N(C(=O)[C@H]1N(S(CC1)(=O)=O)C1=NC(=CC(=C1)C(F)(F)F)C)C)C (S)-N-(4-fluoro-2-methylphenyl)-N-methyl-2-(6-methyl-4-(trifluoromethyl)pyridin-2-yl)isothiazolidine-3-carboxamide 1,1-dioxide